(R)-2-(4-(2-(4-((trifluoromethyl)sulfinyl)phenyl)furo[3,2-b]pyridin-7-yl)pyridin-2-yl)propan-2-ol FC([S@](=O)C1=CC=C(C=C1)C1=CC2=NC=CC(=C2O1)C1=CC(=NC=C1)C(C)(C)O)(F)F